FC(C1=C(C(=NC=C1)OC1=CC=C(C=C1)OC(F)(F)F)NC1CN(C1)C(C(=C)F)=O)F 1-(3-((4-(difluoromethyl)-2-(4-(trifluoromethoxy)phenoxy)pyridin-3-yl)amino)azetidin-1-yl)-2-fluoroprop-2-en-1-one